C(C=C)OCC=1C=C2C(=NC=NN2C1)C1=CC(=C(C=C1)CNC(OC(C)(C)C)=O)C tert-butyl N-[[4-[6-(allyloxymethyl)pyrrolo[2,1-f][1,2,4]triazin-4-yl]-2-methyl-phenyl]methyl]carbamate